N1CC(C1)C1=CC2=C(N=CN=C2NC2=C(C(=C(C=C2)F)Cl)F)C=N1 6-(Azetidin-3-yl)-N-(3-chloro-2,4-difluoro-phenyl)pyrido[3,4-d]pyrimidin-4-amine